(R)-N-(1-(6-amino-4-(trifluoromethyl)pyridin-2-yl)ethyl)-7-methoxy-2-methyl-6-(2-(oxetan-3-yloxy)ethoxy)quinazolin-4-amine NC1=CC(=CC(=N1)[C@@H](C)NC1=NC(=NC2=CC(=C(C=C12)OCCOC1COC1)OC)C)C(F)(F)F